OC(CC1=C(C(=O)O)C=C(C(=C1)C(=O)O)O)CC 2,5-dihydroxybutyl-terephthalic acid